tert-butyl (1-(4-(difluoromethoxy)phenyl)ethyl)(2-hydroxyethyl)carbamate FC(OC1=CC=C(C=C1)C(C)N(C(OC(C)(C)C)=O)CCO)F